((2-(3-(2-(1-(2-(3,5-bis(difluoromethyl)-1H-pyrazol-1-yl)acetyl)piperidin-4-yl)thiazol-4-yl)-4,5-dihydroisoxazol-5-yl)-3-fluorophenyl)imino)dimethyl-λ6-sulfanone FC(C1=NN(C(=C1)C(F)F)CC(=O)N1CCC(CC1)C=1SC=C(N1)C1=NOC(C1)C1=C(C=CC=C1F)N=S(=O)(C)C)F